C1(CC1)CN1C(=CC(=C1CC1=CC(=C(C=C1)S(N)(=O)=O)F)C1=CC(=CC=C1)C#CC1CN(CC1)C)C=1SC=C(N1)C(=O)O 2-(1-(cyclopropylmethyl)-5-(3-fluoro-4-sulfamoylbenzyl)-4-(3-((1-methylpyrrolidin-3-yl)ethynyl)phenyl)-1H-pyrrol-2-yl)thiazole-4-carboxylic acid